NC1(CCN(CC1)C=1N=C(C2=C(N1)N(C=C2C2=C(C1=CN(N=C1C=C2)C2CC2)Cl)COCC[Si](C)(C)C)C#N)C2=CC=CC=C2 2-(4-amino-4-phenylpiperidin-1-yl)-5-(4-chloro-2-cyclopropyl-2H-indazol-5-yl)-7-((2-(Trimethylsilyl)ethoxy)methyl)-7H-pyrrolo[2,3-d]pyrimidine-4-carbonitrile